COC1(CCN(CC1)C(C(C)C)=O)C=1C=C2C(=CC=NC2=CC1)N[C@H](C)C1=C(C(=CC=C1)C(F)(F)F)C (R)-1-(4-methoxy-4-(4-((1-(2-methyl-3-(trifluoromethyl)phenyl)ethyl)amino)quinolin-6-yl)piperidin-1-yl)-2-methylpropan-1-one